FC(CN1C(=NC=2C1=NC(=CC2)C=2C=CN1N=C(N=CC12)NCCOC)C)F 5-(3-(2,2-difluoroethyl)-2-methyl-3H-imidazo[4,5-b]pyridin-5-yl)-N-(2-methoxyethyl)pyrrolo[2,1-f][1,2,4]triazin-2-amine